CC1=C(NC2=NSC=3C2=NC(=CN3)C=NC(C(=O)O)C(C)O)C=CC=C1C1=CC3=C(OCCO3)C=C1 2-((3-(2-methyl-3-(1,4-benzodioxan-6-yl)anilino)isothiazolo[4,5-b]pyrazin-5-ylmethylene)amino)-3-hydroxybutyric acid